5-bromo-3,3-dimethyl-2,3-dihydro-1λ4-benzothiophen-1-one BrC=1C=CC2=C(C(CS2=O)(C)C)C1